C(#N)C1=CC(=NC=C1)N1CC2(CN(C2)C(NN)=S)C1 6-(4-cyanopyridin-2-yl)-2,6-diazaspiro[3.3]heptane-2-thiohydrazide